C(C1=CC=CC=C1)OC(=O)NC=1C(=[N+](C=C(C1)F)[O-])C 3-{[(benzyloxy) carbonyl] amino}-5-fluoro-2-methylpyridin-1-ium-1-olate